tert-butyl (2-(1-(3-chloro-5-isopropylisoquinolin-8-yl)azetidin-3-yl)-2-(methylsulfonyl)ethyl)carbamate ClC=1N=CC2=C(C=CC(=C2C1)C(C)C)N1CC(C1)C(CNC(OC(C)(C)C)=O)S(=O)(=O)C